3-Chloro-1-[(cyanomethyl)amino]-6-{[6-(3,3-difluorocyclobutoxy)-2-methylpyridin-3-yl]methyl}-5,6,7,8-tetrahydro-2,6-naphthyridine-4-carbonitrile ClC=1N=C(C=2CCN(CC2C1C#N)CC=1C(=NC(=CC1)OC1CC(C1)(F)F)C)NCC#N